(R)-3-((3-chloro-2-fluorobenzyl)amino)-6-fluoro-5-(1-(2-fluorophenyl)ethyl)-4H-benzo[e][1,2,4]thiadiazine 1,1-dioxide ClC=1C(=C(CNC2=NS(C3=C(N2)C(=C(C=C3)F)[C@H](C)C3=C(C=CC=C3)F)(=O)=O)C=CC1)F